BrCCC1OC(C2(C1)CCN(CC2)S(=O)(=O)C)=O 3-(2-bromoethyl)-8-(methylsulfonyl)-2-oxa-8-azaspiro[4.5]decan-1-one